N-[2-[(1-Cyano-1-methyl-ethyl)carbamoyl]-4-pyridyl]-3-isobutyl-isoxazole-5-carboxamide C(#N)C(C)(C)NC(=O)C1=NC=CC(=C1)NC(=O)C1=CC(=NO1)CC(C)C